BrC1=CC=C(C=N1)CN(C)C (6-bromopyridin-3-yl)-N,N-dimethylmethylamine